NC(=C)C=1C(=NN(C1NCC1CC1)[C@H]1C[C@@H](N(C1)C(C=C)=O)COC)Br 1-[(2R,4S)-4-[4-(1-aminoethenyl)-3-bromo-5-[(cyclopropylmethyl)amino]pyrazol-1-yl]-2-(methoxymethyl)pyrrolidin-1-yl]prop-2-en-1-one